2-(8-((2s,5r)-2,5-diethyl-4-(1-(quinoxalin-6-yl)ethyl)piperazin-1-yl)-5-methyl-6-oxo-5,6-dihydroimidazo[1,2-b]pyridazin-2-yl)acetonitrile C(C)[C@@H]1N(C[C@H](N(C1)C(C)C=1C=C2N=CC=NC2=CC1)CC)C=1C=2N(N(C(C1)=O)C)C=C(N2)CC#N